chloro-N-methyl-N-(3-(6-((1,1,1-trifluoropropan-2-yl)oxy)pyridin-3-yl)phenyl)-[1,2,4]triazolo[4,3-a]quinazolin-5-amine ClC1=NN=C2N1C1=CC=CC=C1C(=N2)N(C2=CC(=CC=C2)C=2C=NC(=CC2)OC(C(F)(F)F)C)C